2-((3-(5-(3,5-difluorophenyl)-4,5-dihydro-1H-pyrazole-1-carbonyl)bicyclo[1.1.1]pentan-1-yl)methyl)-2H-indazole-7-carbonitrile FC=1C=C(C=C(C1)F)C1CC=NN1C(=O)C12CC(C1)(C2)CN2N=C1C(=CC=CC1=C2)C#N